N1=C(SC2=NC=CC=C21)CN Thiazolo[5,4-b]pyridin-2-ylmethanamine